tert-Butyl 4-[3-[3-[[2-chloro-6-[3-(2-dispiro[2.0.2.1]heptan-7-ylethoxy)pyrazol-1-yl]pyridine-3-carbonyl]sulfamoyl]pyrazol-1-yl]propyl]-2,2-dimethyl-pyrrolidine-1-carboxylate ClC1=NC(=CC=C1C(=O)NS(=O)(=O)C1=NN(C=C1)CCCC1CC(N(C1)C(=O)OC(C)(C)C)(C)C)N1N=C(C=C1)OCCC1C2(C13CC3)CC2